ClC1=C(C=C(C=2C(=C3N(C12)C[C@H](C3)NC(C)=O)C=3C=NN(C3)C3OCCCC3)OCC#N)Cl N-((2S)-5,6-dichloro-8-(cyanomethoxy)-9-(1-(tetrahydro-2H-pyran-2-yl)-1H-pyrazol-4-yl)-2,3-dihydro-1H-pyrrolo[1,2-a]indol-2-yl)acetamide